S(=O)(=O)(O)O.N(C(=N)N)CCCCCCNC(=N)N 1,6-bis(guanidino)hexane sulfate